COC1=C(C=CC(=C1)NC1CCN(CC1)C)N 2-methoxy-N4-(1-methylpiperidin-4-yl)benzene-1,4-diamine